3-(4-chlorophenyl)-2-(piperidin-4-ylmethyl)-2-azaspiro[3.4]octan-1-one ClC1=CC=C(C=C1)C1N(C(C12CCCC2)=O)CC2CCNCC2